COC=1C=C2CCN(C(C2=C(C1)OC\C=C(/C)\CCC=C(C)C)=O)CC1=CC(=CC=C1)C(F)(F)F 6-methoxy-8-geranyloxy-2-(3-trifluoromethyl-benzyl)-3,4-dihydroisoquinolin-1(2H)-one